{2-[(9R)-9-(pyridin-2-yl)-6-oxaspiro[4.5]decan-9-yl]ethyl}({[6-(trifluoromethyl)pyrazin-2-yl]methyl})amine N1=C(C=CC=C1)[C@@]1(CCOC2(CCCC2)C1)CCNCC1=NC(=CN=C1)C(F)(F)F